[5-(2,4-difluorophenyl)isoxazol-3-yl]-[4-(1-methyl-1,2,4-triazol-3-yl)-3,4-dihydro-1H-isoquinolin-2-yl]methanone FC1=C(C=CC(=C1)F)C1=CC(=NO1)C(=O)N1CC2=CC=CC=C2C(C1)C1=NN(C=N1)C